(S)-4-chloro-1-oxo-3-(1-((5-oxo-5,8-dihydropyrido[2,3-d]pyrimidin-4-yl)amino)ethyl)-2-phenyl-1,2-dihydroisoquinolin-8-carbonitrile ClC1=C(N(C(C2=C(C=CC=C12)C#N)=O)C1=CC=CC=C1)[C@H](C)NC=1C2=C(N=CN1)NC=CC2=O